ClC1=CC(=C(N=N1)OC)C(=O)OC methyl 6-chloro-3-methoxy-pyridazine-4-carboxylate